(3R,5R)-1-{2-[1-(cyclopropylmethyl)-6-{4-[(1,3-oxazol-2-yl)methoxy]phenyl}-1H-pyrrolo[2,3-b]pyridin-2-yl]-7-methoxy-1-methyl-1H-1,3-benzodiazole-5-carbonyl}-5-fluoropiperidin-3-amine C1(CC1)CN1C(=CC=2C1=NC(=CC2)C2=CC=C(C=C2)OCC=2OC=CN2)C2=NC1=C(N2C)C(=CC(=C1)C(=O)N1C[C@@H](C[C@H](C1)F)N)OC